CN1C(=NN=C1)C1(CN(C1)S(=O)(=O)C)C=1C=C(C=CC1)N1C(C2=CC(=CC(=C2C1)C(F)(F)F)CNC1(CCC1)C)=O 2-(3-(3-(4-methyl-4H-1,2,4-triazol-3-yl)-1-(methylsulfonyl)azetidin-3-yl)phenyl)-6-(((1-methylcyclobutyl)amino)methyl)-4-(trifluoromethyl)isoindolin-1-one